CS(=O)(=O)C1=CC=C(C=C1)C1NC=2C(=C3C(=NC2)NC=C3)N1C=1C=NN(C1)CCC#N 3-(4-(2-(4-(Methylsulfonyl)phenyl)-2,3-dihydroimidazo[4,5-d]pyrrolo[2,3-b]pyridin-1(6H)-yl)-1H-pyrazol-1-yl)propanenitrile